SCC(SCCCS)CSCC(SCCCS)CS 4,8-dimercaptomethyl-1,11-dimercaptomethyl-3,6,9-trithiaundecane